C(C(O)CO)OC(CCCCCCCCCCCCCCCCC)=O.C(CCCCCCCCCCCCCCC)(=O)O Palmitic acid glyceryl-stearate